(2e,4e)-4-methyl-5-(p-tolyl)penta-2,4-dienal C/C(/C=C/C=O)=C\C1=CC=C(C=C1)C